NN(C(C)CC1=CC=CC=C1)N Diaminoamphetamine